Sodium disulfite S(=O)([O-])OS(=O)[O-].[Na+].[Na+]